N1N=C(C2=CC=CC=C12)C=1C=NN(C1)C=1C=CC2=C(N=C(O2)N2CCOCC2)C1 5-(4-(1H-indazol-3-yl)-1H-pyrazol-1-yl)-2-morpholinobenzo[d]oxazole